2-(3-Nitrobenzyl)-4,6-dihydropyrrolo[3,4-c]pyrazole-5(2H)-carboxylic acid tert-butyl ester C(C)(C)(C)OC(=O)N1CC2=NN(C=C2C1)CC1=CC(=CC=C1)[N+](=O)[O-]